3,6-Diphenyl-1,4-dihydro-1,2,4,5-tetrazine C1(=CC=CC=C1)C1=NNC(=NN1)C1=CC=CC=C1